4-iodo-1-((2-methoxyethoxy)methoxy)-2-nitrobenzene IC1=CC(=C(C=C1)OCOCCOC)[N+](=O)[O-]